N1N=CC=2C=NC(=CC21)C(=O)OC(C)C isopropyl 1H-pyrazolo[4,3-c]pyridine-6-carboxylate